lithium bis(trifluoroacetamide) FC(C(=O)N)(F)F.FC(C(=O)N)(F)F.[Li]